CC1N(CCN(C1)C(=O)N1CCCC1)CC=1C=CC2=C(C=NO2)C1 5-((2-methyl-4-(pyrrolidine-1-carbonyl)piperazin-1-yl)methyl)benzo[d]isoxazol